[I-].S1C2=C(C=C1)C(=CC=C2)N2CC[N+](CC2)(CCCCOC2=CC=C1C=CC(NC1=C2)=O)COC(C(CCCC)(C)C)=O 4-(benzo[b]thiophen-4-yl)-1-((2,2-dimethylhexanoyloxy)methyl)-1-(4-(2-oxo-1,2-dihydroquinolin-7-yloxy)butyl)piperazin-1-ium iodide